C(=O)(OC(C)(C)C)NCCO boc-glycinol